9,9'-((3-(3-(tert-butyl)-9H-carbazol-9-yl)-4-(2-(2,6-diphenylpyrimidin-4-yl)phenyl)pyridine-2,6-diyl)bis(4,1-phenylene))bis(9H-carbazole-3,6-dicarbonitrile) C(C)(C)(C)C=1C=CC=2N(C3=CC=CC=C3C2C1)C=1C(=NC(=CC1C1=C(C=CC=C1)C1=NC(=NC(=C1)C1=CC=CC=C1)C1=CC=CC=C1)C1=CC=C(C=C1)N1C2=CC=C(C=C2C=2C=C(C=CC12)C#N)C#N)C1=CC=C(C=C1)N1C2=CC=C(C=C2C=2C=C(C=CC12)C#N)C#N